NC1C(CC(CC1C)N)(C)C 1,4-Diamino-2,2,6-trimethylcyclohexan